C1=CC=CC=2C3=CC=CC=C3C(C12)COC(=O)N[C@H](CCCNC(N)=N)C(=O)O N-(9-fluorenylmethoxycarbonyl)-D-arginine